(1S,7S,8S)-8-Chloro-2-(7-chloro-8-fluoro-2-(((2R,7aS)-2-fluorotetrahydro-1H-pyrrolizin-7a(5H)-yl)methoxy-d2)pyrido[4,3-d]pyrimidin-4-yl)-5-oxa-2-azabicyclo[5.1.0]octane Cl[C@H]1[C@@H]2COCCN([C@H]12)C=1C2=C(N=C(N1)OC([2H])([2H])[C@]13CCCN3C[C@@H](C1)F)C(=C(N=C2)Cl)F